4-((2,4-dichloro-5-methoxyphenyl)amino)-7-(3-(4-(5-((2-(2,6-dioxopiperidin-3-yl)-1-oxoisoindolin-4-yl)oxy)pentanoyl)piperazin-1-yl)propoxy)-6-methoxyquinoline-3-carbonitrile ClC1=C(C=C(C(=C1)Cl)OC)NC1=C(C=NC2=CC(=C(C=C12)OC)OCCCN1CCN(CC1)C(CCCCOC1=C2CN(C(C2=CC=C1)=O)C1C(NC(CC1)=O)=O)=O)C#N